6-(3-bromophenyl)-7-hydroxy-3,3,6-trimethyloctanoic acid BrC=1C=C(C=CC1)C(CCC(CC(=O)O)(C)C)(C(C)O)C